FC=1C=CC(=C(C1)CC=O)OC 2-(5-fluoro-2-methoxyphenyl)acetaldehyde